BrC1=CC(=C(C(=C1)C)N1CCN(CC1)C(=O)OC(C)(C)C)C tert-butyl 4-(4-bromo-2,6-dimethyl-phenyl)piperazine-1-carboxylate